2-hydroxyl-3-mercaptopropyl acrylate C(C=C)(=O)OCC(CS)O